1-(trans-4-((tert-butoxycarbonyl) amino) cyclohexyl) propan-2-ylmethanesulfonate CC(C)CS(=O)(=O)O[C@@H]1CC[C@H](CC1)NC(=O)OC(C)(C)C